FC=1C(=C(C=O)C=C(C1)C(=O)N1CCN(CCC1)C1=CC(=CC=C1)N1CCCC1)O 3-fluoro-2-hydroxy-5-(4-(3-(pyrrolidin-1-yl)phenyl)-1,4-diazacycloheptane-1-carbonyl)benzaldehyde